CN1CC=2N(CC1)N=C(C2)[C@H](C)C2CC21NCCC(C1)C(=O)N ((R)-1-(5-methyl-4,5,6,7-tetrahydropyrazolo[1,5-a]pyrazin-2-yl)ethyl)-4-azaspiro[2.5]octane-7-carboxamide